N1(N=NC2=C1C=CC=C2)C(CC2=CC=C(C=C2)C(F)(F)P(O)(O)=O)(CC2=CC=C(C=C2)C(F)(F)P(O)(O)=O)C2=CC(=C(C=C2)F)F {[2-(1h-1,2,3-benzotriazol-1-yl)-2-(3,4-difluorophenyl)propane-1,3-diyl]bis[4,1-phenylene(difluoromethylene)]}bis(phosphonic acid)